1-(naphthalen-2-yl)-2,3,4,9-tetrahydro-1H-pyrido[3,4-b]indole C1=C(C=CC2=CC=CC=C12)C1NCCC2=C1NC1=CC=CC=C21